ClC1=NC=C(C(=N1)NCC1=CC(=C(C=C1)N1N=C(C=C1C)C(F)(F)F)F)/C=C/C(=O)OC methyl (E)-3-(2-chloro-4-((3-fluoro-4-(5-methyl-3-(trifluoromethyl)-1H-pyrazol-1-yl)benzyl)amino)pyrimidin-5-yl)acrylate